6-methyl-4-(2-methyl-1-(4-(trifluoromethyl)benzyl)-1H-imidazo[4,5-b]pyridin-6-yl)-1H-pyrrolo[2,3-c]pyridin-7(6H)-one CN1C(C2=C(C(=C1)C=1C=C3C(=NC1)N=C(N3CC3=CC=C(C=C3)C(F)(F)F)C)C=CN2)=O